C(CCCCC(=O)[O-])CCCC(=O)[O-] The molecule is a dicarboxylic acid dianion obtained by deprotonation of both carboxy groups of suberic acid; major species at pH 7.3. It has a role as a human metabolite and a plant metabolite. It is a dicarboxylic acid dianion and a sebacate. It is a conjugate base of a sebacic acid.